(3-oxo-1-propenyl)-2'-deoxyadenosine O=CC=C[C@@]1(C[C@H](O)[C@@H](CO)O1)N1C=NC=2C(N)=NC=NC12